C(C)(C)(C)OC(=O)N1C2CN(CC1CC2)C=2C1=C(N=C(N2)OCC2CCN(CC2)CC2=CC=CC=C2)C(=C(N=C1)Cl)F 3-(2-((1-benzylpiperidin-4-yl)methoxy)-7-chloro-8-fluoropyrido[4,3-d]pyrimidin-4-yl)-3,8-diazabicyclo[3.2.1]octane-8-carboxylic acid tert-butyl ester